BrC=1C=C(C=CC1)C1=C(C=CC=C1)C 3'-bromo-2-methyl-1,1'-biphenyl